P(=O)([O-])([O-])[O-].[PH4+].[PH4+].[PH4+] Phosphonium phosphat